FC1=C(C=CC(=C1)CN1C(CCC1)=O)C=1CCN(CC1)C(=O)OC(C)(C)C tert-Butyl 4-(2-fluoro-4-((2-oxopyrrolidin-1-yl)methyl)phenyl)-3,6-dihydropyridine-1(2H)-carboxylate